C1(CCCCC1)C1=C(C=C(C(=C1O)C1=CC=CC=C1)C)O 2-Cyclohexyl-5-methyl-4-phenylbenzene-1,3-diol